bis[3-(trimethylsilyl)propyl]methyl-chloromethyl-silane C[Si](CCC[Si](CCl)(C)CCC[Si](C)(C)C)(C)C